Ethyl (Z)-2-((1H-pyrrolo[2,3-b]pyridine-4-carbonyl)imino)-3-benzyl-2,3-dihydrothiazole-5-carboxylate N1C=CC2=C1N=CC=C2C(=O)\N=C\2/SC(=CN2CC2=CC=CC=C2)C(=O)OCC